CC(C)(C)[S@@](=O)NC1C2(CC3=CC=CC=C13)CCC(CC2)C2=NC=C(N=C2)SCC2CC2 (R)-2-Methyl-N-[(1r,4r)-4-{5-[(cyclopropylmethyl)sulfanyl]pyrazin-2-yl}-1',3'-dihydrospiro[cyclohexane-1,2'-inden]-3'-yl]propane-2-sulfinamide